N-(2,2-difluoroethyl)-5-fluoro-2-[1-methyl-6-(pyrrolidin-3-yl)-1H-indazol-5-yl]-N-(isopropyl)benzamide FC(CN(C(C1=C(C=CC(=C1)F)C=1C=C2C=NN(C2=CC1C1CNCC1)C)=O)C(C)C)F